3',4'-diamino-6-methoxy-[1,1'-biphenyl] NC=1C=C(C=CC1N)C1=CC=CC=C1OC